1-(4-benzyl-3-oxo-3,4-dihydro-2H-benzo[b][1,4]oxazin-7-yl)-3-(4-phenylcyclohexyl)urea C(C1=CC=CC=C1)N1C2=C(OCC1=O)C=C(C=C2)NC(=O)NC2CCC(CC2)C2=CC=CC=C2